C1(CCCC1)[C@@H]1NC2=CC=C(N=C2[C@@H]([C@H]1C)NC(OCC1=CC=CC=C1)=O)OC |r| benzyl ((2SR,3SR,4RS)-2-cyclopentyl-6-methoxy-3-methyl-1,2,3,4-tetrahydro-1,5-naphthyridin-4-yl)carbamate